5-methylpiperazine-1-carboxylic acid tert-butyl ester C(C)(C)(C)OC(=O)N1CCNC(C1)C